C(C)OC(=O)C=1C=NN(C1)CC=1C(=NC(=CC1)N1CC2(CC2)C1)Cl 1-[(6-{5-Azaspiro[2.3]hex-5-yl}-2-chloropyridin-3-yl)methyl]-1H-pyrazole-4-carboxylic acid ethyl ester